6-(9-(3-chlorobenzyl)-9H-carbazol-3-yl)-N2,N2-dimethyl-3,6-dihydro-1,3,5-triazine-2,4-diamine ClC=1C=C(CN2C3=CC=CC=C3C=3C=C(C=CC23)C2N=C(NC(=N2)N(C)C)N)C=CC1